FC(N1C=C(C=CC1=O)C=1N=C(SC1C)NC(CC1=CC(=C(OC2=NC=CC=C2C(=O)N)C=C1)F)=O)F 2-(4-(2-((4-(1-(difluoromethyl)-6-oxo-1,6-dihydropyridin-3-yl)-5-methylthiazol-2-yl)amino)-2-oxoethyl)-2-fluorophenoxy)pyridine-3-carboxamide